C(#N)[C@@]1(CC12CC2)C=2C=C1C=C(N=CC1=CC2)NC(=O)C2C(C2)C2=NN(C=C2)C N-(6-((R)-1-cyanospiro[2.2]pentan-1-yl)isoquinolin-3-yl)-2-(1-methyl-1H-pyrazol-3-yl)cyclopropane-1-carboxamide